4-amino-7-cyclopropyl-1-(2-methylphenyl)quinazolin-2-one NC1=NC(N(C2=CC(=CC=C12)C1CC1)C1=C(C=CC=C1)C)=O